ClC1=CC(=C(C=C1)C1=C(C=CC=2OC3=C(C21)C=C(C(=C3)C3=C(C=C(C=C3)Cl)F)O)O)F 1,7-bis(4-chloro-2-fluorophenyl)dibenzo[b,d]furan-2,8-diol